(2S,3S,4R,5R)-5-(2-(5-fluoropyridin-3-yl)-6-((3-methylbenzyl)amino)-9H-purin-9-yl)-3,4-dihydroxy-N-methyltetrahydrofuran-2-carboxamide FC=1C=C(C=NC1)C1=NC(=C2N=CN(C2=N1)[C@H]1[C@@H]([C@@H]([C@H](O1)C(=O)NC)O)O)NCC1=CC(=CC=C1)C